C(C)(=O)N1[C@H]([C@@H]([C@H](C2=CC(=CC=C12)C1=CCN(CC1)C(=O)OC(C)(C)C)N)C)C tert-butyl 4-((2S,3R,4R)-1-acetyl-4-amino-2,3-dimethyl-1,2,3,4-tetrahydroquinolin-6-yl)-5,6-dihydropyridine-1(2H)-carboxylate